9-[4-(2-chloro-5-fluorophenoxy)phenyl]-3,4,6,7,8,9-hexahydropyrido[2,1-c][1,2,4]thiadiazine 2,2-dioxide ClC1=C(OC2=CC=C(C=C2)C2CCCN3C2=NS(CC3)(=O)=O)C=C(C=C1)F